(Z)-N'-hydroxy-4-[3-(1H-indol-3-yl)pyrrolidin-1-yl]butyramidine O\N=C(\CCCN1CC(CC1)C1=CNC2=CC=CC=C12)/N